C1(CCC1)C1=CC(=C(C=C1)N1C(C=CC2=CC(=CC=C12)S(=O)(=O)NC1=NC=CC=N1)=O)OC (P)-1-(4-cyclobutyl-2-methoxyphenyl)-2-oxo-N-(pyrimidin-2-yl)-1,2-dihydroquinoline-6-sulfonamide